Cl.Cl.N[C@H](CC1=C(C2=NC(=CC(=C2S1)NCC=1OC=CC1)Cl)Cl)CS(=O)(=O)C 2-[(2R)-2-amino-3-(methylsulfonyl)propyl]-3,5-dichloro-N-[(furan-2-yl)methyl]thieno[3,2-b]pyridin-7-amine dihydrochloride